(6-hydroxy-5-methoxy-1,2-benzoxazol-3-yl)-2-methoxy-benzenesulfonamide OC1=CC2=C(C(=NO2)C=2C(=C(C=CC2)S(=O)(=O)N)OC)C=C1OC